CC1(OC(CC1)=O)C(=O)O 2-methyl-5-oxo-tetrahydro-2-furancarboxylic acid